N-[4-chloro-2-methyl-6-(methylcarbamoyl)phenyl]-2-(1,2-dimethylprop-1-enyl)-5-methoxy-pyrazole-3-carboxamide ClC1=CC(=C(C(=C1)C(NC)=O)NC(=O)C=1N(N=C(C1)OC)C(=C(C)C)C)C